N-(3-propyl)-4-methoxypyridin-2-amine CCCNC1=NC=CC(=C1)OC